4-deoxy-4-formamido-L-arabinose C(=O)N[C@H]([C@@H]([C@H](C=O)O)O)CO